4-Chloro-N-(2,3-dihydro-1H-inden-2-yl)-6-((3-hydroxyphenyl)amino)pyridineamide ClC1=CC(=NC(=C1)NC1=CC(=CC=C1)O)C(=O)NC1CC2=CC=CC=C2C1